4-[4-(2-amino-6-methyl-pyrimidin-4-yl)-1,4-oxazepan-3-yl]-5-chloro-N,N-dimethyl-thiophene-2-carboxamide NC1=NC(=CC(=N1)N1C(COCCC1)C=1C=C(SC1Cl)C(=O)N(C)C)C